C(C=C)(=O)NC1=CC=C(C(=O)NC=2C=C(C=CC2)NC=2C3=C(NN2)C(N(C3)C(=O)NC(CN(C)C)C)(C)C)C=C1 3-((3-(4-acrylamidobenzamido)phenyl)amino)-N-(1-(dimethylamino)propan-2-yl)-6,6-dimethyl-4,6-dihydropyrrolo[3,4-c]pyrazole-5(1H)-carboxamide